[H-].[Ti+4].[H-].[H-].[H-] titanium(IV) hydride